NC=1C=CC2=C(N=C(S2)C)C1N1C[C@@H](C[C@H]1CO)NC(OC(C)(C)C)=O tert-butyl ((3R,5S)-1-(5-amino-2-methylbenzo[d]thiazol-4-yl)-5-(hydroxymethyl)pyrrolidin-3-yl)carbamate